CN([C@@H]1[C@H]([C@@H](O[C@@H](C1)C)OC1C(CCCN(CCOC(C(C(C1C)=O)(C)C)=O)CC)(C)OC)O)C 9-(((2S,3R,4S,6R)-4-(dimethylamino)-3-hydroxy-6-methyltetrahydro-2H-pyran-2-yl)oxy)-4-ethyl-8-methoxy-8,10,12,12-tetramethyl-1-oxa-4-azacyclotridecane-11,13-dione